(3S)-3-(5-Fluoro-4-methyl-3-pyridyl)isoxazolidine Tert-butyl-(S)-3-(5-fluoro-4-methylpyridin-3-yl)isoxazolidine-2-carboxylate C(C)(C)(C)OC(=O)N1OCC[C@H]1C=1C=NC=C(C1C)F.FC=1C(=C(C=NC1)[C@H]1NOCC1)C